ClC=1C=C(C=CC1CCSC)NC(=O)NCC=1C=C2CN(C(C2=CC1)=O)C1C(NC(CC1)=O)=O 1-{3-chloro-4-[2-(methylsulfanyl)ethyl]phenyl}-3-{[2-(2,6-dioxopiperidin-3-yl)-1-oxo-3H-isoindol-5-yl]methyl}urea